N1CC(C1)OC1=CC(=C(C(=C1)F)[C@H]1N([C@@H](CN2C1=CC=1C=CC=CC21)C)CC(C)(C)F)F (1R,3R)-1-(4-(azetidin-3-yloxy)-2,6-difluorophenyl)-2-(2-fluoro-2-methylpropyl)-3-methyl-1,2,3,4-tetrahydropyrazino[1,2-a]indole